CC1=CC=C(COC2=CC=C3CCC(OC3=C2)C(=O)NOC2OCCCC2)C=C1 7-((4-Methylbenzyl)oxy)-N-((tetrahydro-2H-pyran-2-yl)oxy)chromane-2-carboxamide